NC=1C(=NC(=C(C1)C1CC1)Cl)C(=O)O 3-amino-6-chloro-5-cyclopropylpyridine-2-carboxylic acid